N,N-Di([1,1'-biphenyl]-4-yl)-4'-(6-(4-(di([1,1'-biphenyl]-4-yl)amino)phenyl)-1,3,3-trimethyl-2,3-dihydro-1H-inden-1-yl)-[1,1'-biphenyl]-4-amine C1(=CC=C(C=C1)N(C1=CC=C(C=C1)C1=CC=C(C=C1)C1(CC(C2=CC=C(C=C12)C1=CC=C(C=C1)N(C1=CC=C(C=C1)C1=CC=CC=C1)C1=CC=C(C=C1)C1=CC=CC=C1)(C)C)C)C1=CC=C(C=C1)C1=CC=CC=C1)C1=CC=CC=C1